disulfit S(=O)([O-])OS(=O)[O-]